C1(CCCCCC1)OC(=O)N1CCNCC1 cycloheptylpiperazine-1-carboxylate